ClC1=C(C=C(OC[C@@H](CN2CCC(CC2)C(=O)NC2=NC3=CC=C(C=C3C=C2)Cl)O)C=C1)F (R)-1-(3-(4-chloro-3-fluorophenoxy)-2-hydroxypropyl)-N-(6-chloroquinolin-2-yl)piperidine-4-carboxamide